N-(6-(1-Methyl-1H-pyrazol-4-yl)pyridin-2-yl)-2-morpholino-5-(3,4,5-trimethylpiperazin-1-yl)oxazolo[4,5-b]pyridine-6-carboxamide CN1N=CC(=C1)C1=CC=CC(=N1)NC(=O)C=1C=C2C(=NC1N1CC(N(C(C1)C)C)C)N=C(O2)N2CCOCC2